C(#N)N=S(=O)(NC(NC1=C2CCCC2=CC=2CCCC12)=O)\C=C\[C@]1(N(CCC1)C1CCC1)C (E)-N'-cyano-2-((S)-1-cyclobutyl-2-methylpyrrolidin-2-yl)-N-((1,2,3,5,6,7-hexahydro-s-indacen-4-yl)carbamoyl)ethene-1-sulfonimidamide